2,4-diamino-6-cyclohexyl-s-triazine NC1=NC(=NC(=N1)N)C1CCCCC1